tert-butyl 5-[3-[2-(4-tert-butoxy-4-oxo-butanoyl)-4-fluoro-6-methoxy-benzothiophen-5-yl] oxypropoxy]-4-fluoro-6-methoxy-isoindoline-2-carboxylate C(C)(C)(C)OC(CCC(=O)C=1SC2=C(C1)C(=C(C(=C2)OC)OCCCOC=2C(=C1CN(CC1=CC2OC)C(=O)OC(C)(C)C)F)F)=O